chloro-3,5-dimethylphenol ClC1=C(C=C(C=C1C)C)O